N=1C2(C=CC1)NCCNC2 piperazinespiropyrrole